BrC=1C=C2C=CN(C(C2=CC1F)=O)CC(C[C@H](C)NC(OC(C)(C)C)=O)O tert-butyl N-[(1S)-4-(6-bromo-7-fluoro-1-oxo-2-isoquinolyl)-3-hydroxy-1-methyl-butyl]carbamate